COC[SiH2]C1=NC=CC=C1 methoxymethyl-2-pyridylsilane